(S)-1-cyano-N-(1-(quinolin-4-yl)-1H-imidazol-4-yl)pyrrolidine-3-carboxamide C(#N)N1C[C@H](CC1)C(=O)NC=1N=CN(C1)C1=CC=NC2=CC=CC=C12